FC=1C=C2C(=CNC(C2=CC1F)=O)[C@@H](C)N(C(=O)NCC1=CC=C(C=C1)F)C |r| Racemic-1-(1-(6,7-difluoro-1-oxo-1,2-dihydroisoquinolin-4-yl)ethyl)-3-(4-fluorobenzyl)-1-methylurea